NC=1C=C2CCC(N(C2=CC1C#N)CC1=CC=CC=C1)=O 6-amino-1-benzyl-2-oxo-3,4-dihydroquinoline-7-carbonitrile